CC1=C(CCCCC1)C1=C(CCCCC1)C DIMETHYLBICYCLOHEPTENYL